(5-(4-fluoro-6-(4-((methylamino)methyl)piperidin-1-yl)-1H-benzo[d]imidazol-2-yl)-1H-pyrrol-3-yl)(2-(trifluoromethyl)phenyl)methanone FC1=CC(=CC=2NC(=NC21)C2=CC(=CN2)C(=O)C2=C(C=CC=C2)C(F)(F)F)N2CCC(CC2)CNC